FC1=C2C(N(C(C2=C(C(=C1F)F)F)=O)[C@@H]1[C@@]2(CC[C@H](C1)C2(C)C)C)=O 4,5,6,7-Tetrafluoro-2-((1R,2S,4R)-1,7,7-trimethylbicyclo[2.2.1]heptan-2-yl)isoindoline-1,3-dione